tert-butyl 5-(6-fluoro-5-((4-methyl-6-(methylamino)pyrimidin-2-yl)amino)-2,3-dihydrobenzofuran-7-yl)-3-methoxy-2,3,4,7-tetrahydroazepine-1-carboxylate FC1=C(C2=C(CCO2)C=C1NC1=NC(=CC(=N1)C)NC)C=1CC(CN(CC1)C(=O)OC(C)(C)C)OC